ClC1=C(C=C(C(=N1)N)[N+](=O)[O-])C 6-chloro-5-methyl-3-nitropyridin-2-amine